CC1(C(C(=CC2(CN(CCO2)C(=O)C2=C(OC(=C2)C)C(F)(F)F)C1)C#N)=O)C 10,10-dimethyl-4-[5-methyl-2-(trifluoromethyl)furan-3-carbonyl]-9-oxo-1-oxa-4-azaspiro[5.5]undec-7-ene-8-carbonitrile